ClC1=CC(=C(C=C1)C1=NC(=CC=2N=C(N(C(C21)=O)C)C)N2C[C@H](OCC2)C=2C=NC=CC2)F 5-(4-chloro-2-fluorophenyl)-2,3-dimethyl-7-((2R)-2-(3-pyridinyl)-4-morpholinyl)pyrido[4,3-d]pyrimidin-4(3H)-one